(S)-Ethyl 4-((4-((4-(4-aminopyrimidin-2-yl)-1-methyl-1H-pyrazol-5-yl)oxy)butan-2-yl)amino)-6-chloronicotinate NC1=NC(=NC=C1)C=1C=NN(C1OCC[C@H](C)NC1=CC(=NC=C1C(=O)OCC)Cl)C